C(C)SC1=C(C=CC=C1)C(C(=O)N)CC(C1=CNC2=CC(=CC=C12)F)C1=CNC2=CC(=CC=C12)F (2-(ethylsulfanyl)phenyl)-4,4-bis(6-fluoro-1H-indol-3-yl)butyramide